2-chloro-4,6-bis(4-n-butylamino-2,2,6,6-tetramethylpiperidin-4-yl)-1,3,5-triazine ClC1=NC(=NC(=N1)C1(CC(NC(C1)(C)C)(C)C)NCCCC)C1(CC(NC(C1)(C)C)(C)C)NCCCC